C(C1=CC=CC=C1)OC=1C(=CC(=C(C1)NC(OCC=C)=O)C(=O)N1CCC(=C[C@H]1CO)C1=CC=C(C=C1)S(NC)(=O)=O)OC allyl (S)-(5-(benzyloxy)-2-(6-(hydroxymethyl)-4-(4-(N-methylsulfamoyl)-phenyl)-1,2,3,6-tetrahydropyridine-1-carbonyl)-4-methoxyphenyl)carbamate